(1s,2r,5r)-8-(2-(dimethylamino)-2-oxoethyl)-3-((6-(4-fluorophenoxy)pyridin-3-yl)sulfonyl)-3,8-diazabicyclo[3.2.1]octane-2-carboxylic acid CN(C(CN1[C@@H]2[C@@H](N(C[C@H]1CC2)S(=O)(=O)C=2C=NC(=CC2)OC2=CC=C(C=C2)F)C(=O)O)=O)C